C1(=CC=CC=C1)CCCC(N)C1=NC=CC=N1 4-phenyl-1-(pyrimidin-2-yl)butan-1-amine